C(#N)C1=NC2=CC(=CC(=C2N=C1C1CCNCC1)[C@@H](C)NC1=C(C(=O)O)C=CC=C1)C (R)-2-((1-(2-cyano-7-methyl-3-(piperidin-4-yl)quinoxalin-5-yl)ethyl)amino)benzoic acid